O1C=CC2=C1C(=CC=C2)B2OC(C(O2)(C)C)(C)C 2-(benzofuran-7-yl)-4,4,5,5-tetramethyl-1,3,2-Dioxaborolane